tert-butyl (S)-(1-(1-(2-fluoroacetamido)-3-(p-tolyl)propan-2-yl)-3-(4-methylbenzyl)-1,3-dihydro-2H-benzo[d]imidazol-2-ylidene)carbamate FCC(=O)NC[C@H](CC1=CC=C(C=C1)C)N1C(N(C2=C1C=CC=C2)CC2=CC=C(C=C2)C)=NC(OC(C)(C)C)=O